FC1=C(C=C(C(=C1)F)F)C1=C(C=CC=C1)NC(=O)C=1C(=NN(C1F)C)C(F)(F)F N-(2',4',5'-trifluorobiphenyl-2-yl)-5-fluoro-1-methyl-3-trifluoromethyl-pyrazol-4-yl-carboxamide